5-iodo-1,4-dimethyl-pyrazole-3-amine IC1=C(C(=NN1C)N)C